O[C@H]1C[C@@H](CC1)C(=O)O |r| rac-(1R,3R)-3-hydroxycyclopentane-1-carboxylic acid